N-(tert-butyl)-3-((2-((4-(1-((2-(2,6-dioxopiperidin-3-yl)-4-fluoro-1,3-dioxoisoindolin-5-yl)methyl)piperidin-4-yl)phenyl)amino)-5-methylpyrimidin-4-yl)amino)benzenesulfonamide C(C)(C)(C)NS(=O)(=O)C1=CC(=CC=C1)NC1=NC(=NC=C1C)NC1=CC=C(C=C1)C1CCN(CC1)CC=1C(=C2C(N(C(C2=CC1)=O)C1C(NC(CC1)=O)=O)=O)F